C(C)S(=O)(=O)C=1C=CC(=NC1)C=NS(=O)(=O)C=1C=C2C(CC(OC2=CC1)C1CCOCC1)O N-((5-(ethylsulfonyl)pyridin-2-yl)methylene)-4-hydroxy-2-(tetrahydro-2H-pyran-4-yl)chroman-6-sulfonamide